FC1=C(C=C(C=C1)OC=1C(=C2C=CNC2=CC1F)SC)C(C)=O 1-(2-fluoro-5-((6-fluoro-4-(methylthio)-1H-indol-5-yl)oxy)phenyl)ethan-1-one